C1(CC1)C=1N=CC2=C3C(=CC(=C2C1)S(NCC(C)C)(=O)=O)C(CC3O)NC(OC(C)(C)C)=O tert-butyl N-[3-cyclopropyl-9-hydroxy-5-(isobutylsulfamoyl)-8,9-dihydro-7H-cyclopenta[h]isoquinolin-7-yl]carbamate